1,2,3,5-O-tetranonoyl-xylitol C(CCCCCCCC)(=O)C([C@](O)([C@@](O)([C@H](O)COC(CCCCCCCC)=O)C(CCCCCCCC)=O)C(CCCCCCCC)=O)O